(S)-(1-(3-bromo-2-chloro-5-formylpyridin-4-yl)pyrrolidin-3-yl)carbamic acid BrC=1C(=NC=C(C1N1C[C@H](CC1)NC(O)=O)C=O)Cl